Br[C@@H](CN1CCN(CC1)C(=O)OC(C)(C)C)C tert-butyl (R)-4-(2-bromopropyl)piperazine-1-carboxylate